7-((2-methyl-4-(4-(trifluoromethyl)piperidin-1-yl)phenyl)amino)-2H-benzo[b][1,4]thiazin-3(4H)-one CC1=C(C=CC(=C1)N1CCC(CC1)C(F)(F)F)NC=1C=CC2=C(SCC(N2)=O)C1